N[C@@H](C(=O)NC)[C@@H](C)OCC1=CC=CC=C1 (2r,3r)-2-amino-3-(benzyloxy)-N-methylbutanamide